(3-(hydroxyimino)propyl)(phenyl)phosphinic acid ON=CCCP(O)(=O)C1=CC=CC=C1